NC1=CC=NC2=CC(=CC=C12)C=1C=C(C=C(C1)F)NC(C=C)=O N-[3-(4-aminoquinolin-7-yl)-5-fluorophenyl]prop-2-enamide